4,4-dimethyl-3,4-dihydroisoquinolin-1(2h)-one CC1(CNC(C2=CC=CC=C12)=O)C